FC(COC1=NC=CC(=C1)NC1=CC(=NN1)C1=CC=C(C=C1)NS(=O)(=O)CC)F 5-((2-(2,2-difluoro-ethoxy)pyridin-4-yl)amino)-3-(4-(ethyl-sulfonamido)phenyl)-1H-pyrazole